CC1(C[C@H](N(S(N1)(=O)=O)C(=O)OC(C)(C)C)C(=O)OC)C 2-(tert-butyl) 3-methyl (S)-5,5-dimethyl-1,2,6-thiadiazinane-2,3-dicarboxylate 1,1-dioxide